3-fluoro-5-formyl-4-hydroxy-N-(4-methyl-5-phenylthiazol-2-yl)benzamide FC=1C=C(C(=O)NC=2SC(=C(N2)C)C2=CC=CC=C2)C=C(C1O)C=O